(S)-11-(3-chloro-4-fluorophenyl)-3-(2-methoxyethoxy)-10-(trifluoromethyl)-3,4-dihydro-2H,6H-[1,4]thiazepino[2,3,4-ij]quinazoline-6,8(7H)-dione ClC=1C=C(C=CC1F)C1=C(C=C2C(NC(N3C2=C1SC[C@H](C3)OCCOC)=O)=O)C(F)(F)F